2-(7-((2S,5R)-2-(2-methoxyethyl)-5-methyl-4-(1-(quinoxalin-6-yl)ethyl)piperazin-1-yl)-4-methyl-5-oxo-4,5-dihydro-2H-pyrazolo[4,3-b]pyridin-2-yl)acetonitrile COCC[C@@H]1N(C[C@H](N(C1)C(C)C=1C=C2N=CC=NC2=CC1)C)C=1C=2C(N(C(C1)=O)C)=CN(N2)CC#N